ClC=1C=C(CNS(=O)(=O)C)C=C(C1)B1OC(C(O1)(C)C)(C)C N-(3-chloro-5-(4,4,5,5-tetramethyl-1,3,2-dioxaborolan-2-yl)benzyl)methanesulfonamide